CC(C(=O)O)S.C(CS)(=O)OC methyl thioglycolate (methyl 2-sulfanylacetate)